D-ribofuranosyl-(1-methyl-pyrazolo[4,3-D]pyrimidine-5,7(4H,6H)-dione) C1([C@H](O)[C@H](O)[C@H](O1)CO)C1=NN(C2=C1NC(NC2=O)=O)C